ClC(=O)[C@@H]1N(CCC1)C(=O)OCC1=CC=CC=C1 benzyl (R)-2-(chlorocarbonyl)pyrrolidine-1-carboxylate